BrC1=C(C=CC=C1)C=1C=NNC1C1=CC=C(C2=CC=CC=C12)OC 4-(2-bromophenyl)-5-(4-methoxynaphthalene-1-yl)-1H-pyrazole